1-(Z-butyl) 2-methyl (2S,4S)-4-hydroxy-4-(trichloromethyl)pyrrolidine-1,2-dicarboxylate O[C@]1(C[C@H](N(C1)C(=O)OCCCC)C(=O)OC)C(Cl)(Cl)Cl